OCC(CO[Si]1(OCC(CO1)C)CCCSC(CCCC)=O)C thiopentanoic acid S-[2-(3-hydroxy-2-methylpropoxy)-5-methyl-[1,3,2]dioxasilinan-2-ylpropyl] ester